C(C)(C)(C)OC(=O)NC1=C(C=CC(=C1)C#N)B(O)O 2-(TERT-BUTOXYCARBONYLAMINO)-4-CYANOPHENYLBORONIC ACID